4-(3-(1-(tert-butoxycarbonyl)azetidin-3-yl)piperidin-1-yl)butanoic acid C(C)(C)(C)OC(=O)N1CC(C1)C1CN(CCC1)CCCC(=O)O